1-(3-Fluorophenyl)cyclobutan-1-amine hydrochloride Cl.FC=1C=C(C=CC1)C1(CCC1)N